CC1=C(OC2=C(C1=O)C=C(C=C2[C@@H](C)NC=2C(=NSC2)C)C)C=2C=NC=CC2 3,6-dimethyl-8-[(1R)-1-[(3-methylisothiazol-4-yl)amino]ethyl]-2-(3-pyridinyl)benzopyran-4-one